C(#N)C1(CC1)NS(=O)(=O)C1=C(C=C2C3=C(N(C2=C1)C=1SC(=NN1)C(F)F)N=CN=C3C3CCN(C=C3)C(C(C)C)=O)F N-(1-Cyanocyclopropyl)-9-(5-(difluoromethyl)-1,3,4-thiadiazol-2-yl)-6-fluoro-4-(1-isobutyryl-1,2,3,4-tetrahydropyridin-4-yl)-9H-pyrimido[4,5-b]indole-7-sulfonamide